(S)-(3-(difluoromethyl)-1-methyl-1H-1,2,4-triazol-5-yl)(4-(5-methoxybenzo[d]oxazol-2-yl)-6,7-dihydro-1H-imidazo[4,5-c]pyridin-5(4H)-yl)methanone FC(C1=NN(C(=N1)C(=O)N1[C@@H](C2=C(CC1)NC=N2)C=2OC1=C(N2)C=C(C=C1)OC)C)F